ClC=1N=C(C2=C(N1)C(=NC=N2)Cl)NCCC2=CC=C(C=C2)O 4-(2-((2,8-Dichloropyrimido[5,4-d]pyrimidin-4-yl)amino)ethyl)phenol